C(N)(=O)C1CC(C1)C1NCC(C2=CC=C(C=C12)C(=O)NC=1C=NC=C(C1)C(F)(F)F)C (3-carbamoylcyclobutyl)-4-methyl-N-[5-(trifluoromethyl)-3-pyridyl]-3,4-dihydro-1H-isoquinoline-7-carboxamide